CO[Si](CCCCl)(OC)OC 3-(Chloropropyl)-trimethoxysilane